[7-(5-methyl-1,2-oxazol-3-yl)-3-(3-quinolin-4-yl-1H-pyrazolo[3,4-b]pyrazin-6-yl)-3-azabicyclo[4.1.0]heptan-7-yl]methanamine CC1=CC(=NO1)C1(C2CCN(CC12)C1=CN=C2C(=N1)NN=C2C2=CC=NC1=CC=CC=C21)CN